BrC1=CC(=C(C(=O)NS(N(C)C)(=O)=O)C(=C1)F)OC1CCCC1 4-bromo-2-(cyclopentyloxy)-N-(N,N-dimethylsulfamoyl)-6-fluorobenzamide